4-[(1S)-1-methyl-2-[[(R)-phenyl-[(3S)-1,2,3,4-tetrahydropyrido[2,3-b]pyrazin-3-yl]methyl]amino]ethyl]benzonitrile C[C@H](CN[C@@H]([C@@H]1CNC2=C(N1)N=CC=C2)C2=CC=CC=C2)C2=CC=C(C#N)C=C2